ClCC1OCCCN(C1)CC1=CC(=C(C=C1)Cl)Cl 2-(chloromethyl)-4-(3,4-dichlorobenzyl)-1,4-oxazepane